OC1=C(C(=C2C(=CC(O2)C2=CC=CC=C2)C1=O)O)OC 5,7-dihydroxy-6-methoxy-2-phenyl-4H-benzofuran-4-one